4-(16-1H-Tetrazol-5-yl-hexadecanoylsulfamoyl)butyric acid N1N=NN=C1CCCCCCCCCCCCCCCC(=O)NS(=O)(=O)CCCC(=O)O